1-({5-chloro-1H-imidazo[4,5-b]pyridin-2-yl}methyl)-4-[(2,4-dichlorophenyl)methyl]-3-[(1-hydroxycyclopropyl)methyl]-2,3-dihydro-1H-imidazol-2-one ClC1=CC=C2C(=N1)N=C(N2)CN2C(N(C(=C2)CC2=C(C=C(C=C2)Cl)Cl)CC2(CC2)O)=O